FC1=CC=C(C=C1)N(C(=O)N1CCC(CC1)(C(=O)OC)CC(=O)O)C [1-[(4-fluorophenyl)-methyl-carbamoyl]-4-methoxycarbonyl-4-piperidinyl]acetic acid